4-(4-((4-(bromomethyl)-2,5-difluorophenyl)thio)piperidin-1-yl)-3-fluorobenzonitrile BrCC1=CC(=C(C=C1F)SC1CCN(CC1)C1=C(C=C(C#N)C=C1)F)F